2-(Difluoromethyl)-5-(5-fluoro-6-((quinazolin-5-yloxy)methyl)pyridin-3-yl)-1,3,4-oxadiazole FC(C=1OC(=NN1)C=1C=NC(=C(C1)F)COC1=C2C=NC=NC2=CC=C1)F